(2S)-2-[(R)-amino(phenyl)methyl]-3-oxo-4H-pyrido[4,3-b][1,4]oxazine-8-carbonitrile N[C@@H]([C@H]1C(NC2=C(O1)C(=CN=C2)C#N)=O)C2=CC=CC=C2